C(\C=C/CCCCCC)OC(CCCCC#N)OC\C=C/CCCCCC 6,6-bis(((Z)-non-2-en-1-yl)oxy)hexanenitrile